BrC=1N=C2C(=NC1)N=C(S2)NC(OCC)=O ethyl (6-bromothiazolo[4,5-b]pyrazin-2-yl)carbamate